CN(C1CCC(CC1)NC(=O)C1=CC(=CC=2N(C=NC21)CC(F)(F)F)C#CCNC=2C(OC)=CC=C(C2)S(=O)(=O)C)C N-[(1r,4r)-4-(dimethylamino)cyclohexyl]-6-[3-(4-mesyl-2-anisidino)-1-propynyl]-1-(2,2,2-trifluoroethyl)-1H-1,3-benzimidazole-4-carboxamide